4-[2-(3-methoxy-4-methylphenyl)ethyl]resorcinol COC=1C=C(C=CC1C)CCC1=C(C=C(O)C=C1)O